NC(=O)NC(=O)NC(=O)NC(=O)NC(=O)N pentauret